NC1=CC=C(C(=O)NN(C(=O)OC(C)(C)C)CCC)C=C1 tert-butyl 2-(4-aminobenzoyl)-1-propylhydrazine-1-carboxylate